C(C)(C)(C)OC(CC(C1=CC(=C(C=C1)OC)F)C1=NN(C(=C1)C(=O)OCC)COCC[Si](C)(C)C)=O ethyl 3-(3-(tert-butoxy)-1-(3-fluoro-4-methoxyphenyl)-3-oxopropyl)-1-((2-(trimethylsilyl)ethoxy)methyl)-1H-pyrazole-5-carboxylate